2-((4-(5-((4-cyanobenzyl)oxy)-1H-pyrazol-1-yl)piperidin-1-yl)methyl)-1-((1-ethyl-1H-imidazol-5-yl)methyl)-1H-benzo[d]imidazole-6-carboxylic acid, ammonium salt [NH4+].C(#N)C1=CC=C(COC2=CC=NN2C2CCN(CC2)CC2=NC3=C(N2CC2=CN=CN2CC)C=C(C=C3)C(=O)[O-])C=C1